FC1=CN=C2C(=C(C(=NC2=C1)C)C)N 7-fluoro-2,3-dimethyl-1,5-naphthyridin-4-amine